hexadec-9-en-1-ol C(CCCCCCCC=CCCCCCC)O